1-((1s,4s)-4-(2-acetyl-7-(7-(difluoromethyl)-6-(1-methyl-1H-pyrazol-4-yl)-3,4-dihydroquinolin-1(2H)-yl)isoindolin-5-yl)cyclohexyl)-1H-pyrrole-2,5-dione C(C)(=O)N1CC2=C(C=C(C=C2C1)C1CCC(CC1)N1C(C=CC1=O)=O)N1CCCC2=CC(=C(C=C12)C(F)F)C=1C=NN(C1)C